(S)-7-((10-methylanthracene-2-carbonyl)glycyl)-1,4-dioxa-7-azaspiro[4.4]nonane-8-carboxylic acid CC1=C2C=CC(=CC2=CC2=CC=CC=C12)C(=O)NCC(=O)N1CC2(OCCO2)C[C@H]1C(=O)O